2-(4-fluorophenyl)-3-(4-pyridyl)imidazo[4,5-b]pyridin-5-amine FC1=CC=C(C=C1)C1=NC=2C(=NC(=CC2)N)N1C1=CC=NC=C1